[Pd+2].CS(=O)(=O)OC1=C(C=CC=C1)C1=C(C=CC=C1)N (2'-amino-1,1'-biphenyl-2-yl) methanesulfonate palladium (II)